2-((6-((3-chloro-5-cyano-6-((3S,4S,5R)-4-fluoro-3,5-dimethylpiperidin-1-yl)pyridin-2-yl)amino)-1-(2-(dimethylamino)ethyl)-2-oxo-1,2-dihydroquinolin-3-yl)oxy)-N-methylacetamide ClC=1C(=NC(=C(C1)C#N)N1C[C@@H](C([C@@H](C1)C)F)C)NC=1C=C2C=C(C(N(C2=CC1)CCN(C)C)=O)OCC(=O)NC